(2S)-4-hydroxy-4-(2-(hydroxymethyl)phenyl)-2-methylpyrrolidine-1-carboxylic acid tert-butyl ester C(C)(C)(C)OC(=O)N1[C@H](CC(C1)(C1=C(C=CC=C1)CO)O)C